N-(3-(4-(tert-butyl)phenyl)quinoxalin-6-yl)acrylamide C(C)(C)(C)C1=CC=C(C=C1)C=1C=NC2=CC=C(C=C2N1)NC(C=C)=O